SCCSC(CS)CSCCS 2,3-bis(2-mercaptoethylsulfanyl)-propane-1-thiol